C(#N)C(C(=O)NC=1C=C2C(=CC(=NC2=CC1)C1=CN=CS1)O[C@@H](COC)C)C 2-cyano-N-(4-(((R)-1-methoxypropan-2-yl)oxy)-2-(thiazol-5-yl)quinolin-6-yl)propanamide